4-(4,4,5,5-tetramethyl-1,3,2-dioxaborolan-2-yl)indazole CC1(OB(OC1(C)C)C1=C2C=NNC2=CC=C1)C